COC1=C(C(=O)NC2=NC(=CC=C2)C2=NN=NN2[C@H](C(F)(F)F)C)C=CC=N1 (S)-2-methoxy-N-(6-(1-(1,1,1-trifluoropropan-2-yl)-1H-tetrazol-5-yl)pyridin-2-yl)nicotinamide